5-chloro-1,3-thiazole-2-carbaldehyde ClC1=CN=C(S1)C=O